3-fluoro-4-hydroxy-5-(2-methyl-1H-benzimidazol-5-yl)benzoic acid, Methyl ester FC=1C=C(C(=O)OC)C=C(C1O)C1=CC2=C(NC(=N2)C)C=C1